3-bromo-N-(thiazol-2-ylmethyl)benzamide BrC=1C=C(C(=O)NCC=2SC=CN2)C=CC1